N-(tert-butoxycarbonyloxy)-acetamide C(C)(C)(C)OC(=O)ONC(C)=O